tert-Butyl 4-((3-(methoxycarbonyl)-1H-pyrazol-1-yl)methyl)piperidine-1-carboxylate COC(=O)C1=NN(C=C1)CC1CCN(CC1)C(=O)OC(C)(C)C